The molecule is the anion resulting from the removal of a proton from the carboxylic acid group of 1-pyrroline-2-carboxylic acid. It has a role as a human metabolite. It is a conjugate base of a 1-pyrroline-2-carboxylic acid and a 1-pyrroline-2-carboxylic acid zwitterion. C1CC(=NC1)C(=O)[O-]